N-[4-chloro-5-methyl-6-(2-methylphenyl)pyrimidin-2-yl]-1-methyl-1H-pyrazole-4-sulfonamide ClC1=NC(=NC(=C1C)C1=C(C=CC=C1)C)NS(=O)(=O)C=1C=NN(C1)C